3-(2-aminoethoxy)-N-(2-(3-(3-(1-(3,5-dichlorophenyl)-3-(3,3-dimethylmorpholine-4-carbonyl)-7-methoxy-1,4-dihydrochromeno[4,3-c]pyrazol-8-yl)phenyl)ureido)ethyl)propanamide NCCOCCC(=O)NCCNC(=O)NC1=CC(=CC=C1)C1=CC2=C(C=C1OC)OCC1=C2N(N=C1C(=O)N1C(COCC1)(C)C)C1=CC(=CC(=C1)Cl)Cl